C12COCCC2(O1)C1=NC(=NC(=C1)N1N=C(C=C1)C1=CC(=CC=C1)C)OCC1OCCC1 4-[3,7-dioxabicyclo[4.1.0]heptan-6-yl]-6-[3-(3-methylphenyl)-1H-pyrazol-1-yl]-2-[(oxolan-2-yl)methoxy]pyrimidine